N-[(3-nitro-4-{[(3R)-1-tetrahydro-2H-pyran-4-ylpyrrolidin-3-yl]amino}phenyl)sulfonyl]-2-(1H-pyrrolo[2,3-b]pyridin-5-yloxy)benzamide [N+](=O)([O-])C=1C=C(C=CC1N[C@H]1CN(CC1)C1CCOCC1)S(=O)(=O)NC(C1=C(C=CC=C1)OC=1C=C2C(=NC1)NC=C2)=O